N1C=CC=CC2=C1C=CC=C2 BENZAZEPINE